ClC=1C(=NC=CC1C1=C(C(=CC=C1)NC1=NC=CC(=C1F)CN(C)CCO)Cl)C1=CC(=C(CNC[C@@H]2CCC(N2)=O)C=C1)OC (S)-5-(((4-(3-chloro-4-(2-chloro-3-((3-fluoro-4-(((2-hydroxyethyl)(methyl)amino)methyl)pyridin-2-yl)amino)phenyl)pyridin-2-yl)-2-methoxybenzyl)amino)methyl)pyrrolidin-2-one